ClC1=CC=C(C(=O)N[C@@H](C(=O)O)CC2=CC(NC3=CC=CC=C23)=O)C=C1 |r| (2RS)-2-(4-Chloro-benzoylamino)-3-(2-oxo-1,2-dihydro-quinolin-4-yl)propanoic acid